BrC1=CC=C2CC3(CCN(CC3)C(=O)OC(C)(C)C)[C@@H](C2=C1)N[S@](=O)C(C)(C)C tert-butyl (S)-6-bromo-1-(((R)-tert-butylsulfinyl)amino)-1,3-dihydrospiro[indene-2,4'-piperidine]-1'-carboxylate